(E)-5-((2-aminomethyl-3-fluoroallyl)oxy)isoindolin-1-one trifluoroacetate FC(C(=O)O)(F)F.NC/C(/COC=1C=C2CNC(C2=CC1)=O)=C\F